(2-(1,4-dioxaspiro[4.5]dec-7-en-8-yl)thiazol-5-yl)carbamic acid tert-butyl ester C(C)(C)(C)OC(NC1=CN=C(S1)C1=CCC2(OCCO2)CC1)=O